4,4'-bis(4,6-diphenyl-1,3,5-triazin-2-yl)-1,1'-biphenyl C1(=CC=CC=C1)C1=NC(=NC(=N1)C1=CC=CC=C1)C1=CC=C(C=C1)C1=CC=C(C=C1)C1=NC(=NC(=N1)C1=CC=CC=C1)C1=CC=CC=C1